FC=1C=C(C=CC1)NCC(=O)C1=CC=C(C=C1)C1=NOC(=N1)C(F)(F)F 2-((3-fluorophenyl)amino)-1-(4-(5-(trifluoromethyl)-1,2,4-oxadiazol-3-yl)phenyl)ethan-1-one